CN1N=C(C=C1S(=O)(=O)N1CC2(C1)CN(C2)C2CCOCC2)C(F)(F)F 2-((1-Methyl-3-(trifluoromethyl)-1H-pyrazol-5-yl)sulfonyl)-6-(tetrahydro-2H-pyran-4-yl)-2,6-diazaspiro[3.3]heptane